4-(6-(dimethylamino)-5-nitro-2H-indazol-2-yl)-2-methylbutan-2-ol CN(C=1C(=CC2=CN(N=C2C1)CCC(C)(O)C)[N+](=O)[O-])C